C(#N)[C@H](C[C@H]1C(NCC1)=O)NC([C@@H](NC(=O)C1=CC(=NN1)C1=CC=C(C=C1)C)CC(C)(C)C)=O N-{(1S)-1-cyano-2-[(3S)-2-oxopyrrolidin-3-yl]ethyl}-4-methyl-N2-{[3-(4-methylphenyl)-1H-pyrazol-5-yl]carbonyl}-L-leucinamide